2-[(R)-amino([1-[(3R)-1-methylpyrrolidine-3-carbonyl]piperidin-4-yl])methyl]-4,5-dichlorophenol N[C@@H](C1=C(C=C(C(=C1)Cl)Cl)O)C1CCN(CC1)C(=O)[C@H]1CN(CC1)C